N[C@]1(O)[C@@H](O)[C@H](O)[C@H](O)[C@@H](O1)CO amino-alpha-L-galactopyranose